BrC=1C=CC=C2C=CN(C(C12)=O)CC(=O)O 2-(8-bromo-1-oxo-2-isoquinolyl)acetic acid